tert-butyl [3-(4-bromo-2,6-dimethoxybenzene-1-sulfonamido)-5-methoxy-1,2-benzoxazol-6-yl][5-cyclopropyl-1-(oxan-2-yl)-1H-pyrazol-3-yl]carbamate BrC1=CC(=C(C(=C1)OC)S(=O)(=O)NC1=NOC2=C1C=C(C(=C2)N(C(OC(C)(C)C)=O)C2=NN(C(=C2)C2CC2)C2OCCCC2)OC)OC